N2-((R)-1-cyclopropylethyl)-N4-(1-isopropoxypropan-2-yl)-6-(6-(trifluoromethyl)pyridin-2-yl)-1,3,5-triazine-2,4-diamine C1(CC1)[C@@H](C)NC1=NC(=NC(=N1)NC(COC(C)C)C)C1=NC(=CC=C1)C(F)(F)F